(1S,2S)-N-(8-amino-6-chloro-2,7-naphthyridin-3-yl)-2-fluorocyclopropanecarboxamide NC=1N=C(C=C2C=C(N=CC12)NC(=O)[C@H]1[C@H](C1)F)Cl